2-(2-fluorophenyl)-5,5-dimethyl-1,3,2-dioxaborinane FC1=C(C=CC=C1)B1OCC(CO1)(C)C